(R)-3-(4-bromo-3-fluorophenyl)-5-hydroxymethyl-oxazolidine-2-one BrC1=C(C=C(C=C1)N1C(O[C@H](C1)CO)=O)F